C(C)(C)(C)OC(=O)N1CCN(CC1)CC1=CC=C(C=C1)C(C(=O)OC)(C)C 4-(4-(1-Methoxy-2-methyl-1-oxopropan-2-yl)benzyl)piperazine-1-carboxylic acid tert-butyl ester